O=C1NC(CCC1N1C(C2=CC=C(C=C2C1)NC(=O)C1=NC2=CC=C(C=C2C=C1)O)=O)=O N-(2-(2,6-dioxopiperidin-3-yl)-1-oxoisoindolin-5-yl)-6-hydroxyquinoline-2-carboxamide